BrC1=CC=C(C=C1)[C@@H](C)C1(C(NC(C1C)=O)=O)C 3-((R)-1-(4-bromophenyl)ethyl)-3,4-dimethylpyrrolidine-2,5-dione